N1=NC(=C2N1C=CN=C2)C(=O)O [1,2,3]triazolo[1,5-a]pyrazine-3-carboxylic acid